CC1CC=C(NC1)C1=NC=C(C=C1)C(F)(F)F 5-Methyl-5'-(trifluoromethyl)-1,4,5,6-tetrahydro-2,2'-bipyridine